3-aminopicoline NC=1C(=NC=CC1)C